P(=O)(OOC(C=C)=O)(OOC(C=C)=O)OOC(C=C)=O tri(acryloyloxy) phosphate